2-(1-methyl-1-ethylpropyl)-5-methylphenol, sodium salt [Na].CC(CC)(CC)C1=C(C=C(C=C1)C)O